4-fluoro-7-methyl-N-((1R,3R)-3-(piperazin-1-yl)cyclohexyl)-1H-indole FC1=C2C=CN(C2=C(C=C1)C)[C@H]1C[C@@H](CCC1)N1CCNCC1